6-CHLORO-4-METHOXYPYRIDINE-2-BORONIC ACID ClC1=CC(=CC(=N1)B(O)O)OC